CN1N=CC2=CC(=CC=C12)C1CCC(CC1)OC[C@@H]1CN(CC[C@@H]1NS(=O)(=O)C)C=1N=NC=CC1 N-((3R,4S)-3-((((1s,4S)-4-(1-methyl-1H-indazol-5-yl)cyclohexyl)oxy)methyl)-1-(pyridazin-3-yl)piperidin-4-yl)methanesulfonamide